(3S,4R)-3-fluoro-1-methyl-4-piperidinamine F[C@H]1CN(CC[C@H]1N)C